(S)-Isopropyl 2-((4-(3-chloro-4-(2-chloro-3-(6-methoxy-5-(((((S)-5-oxopyrrolidin-2-yl)methyl)amino)methyl)pyridin-2-yl)phenyl)pyridin-2-yl)-2-methoxybenzyl)amino)propanoate ClC=1C(=NC=CC1C1=C(C(=CC=C1)C1=NC(=C(C=C1)CNC[C@H]1NC(CC1)=O)OC)Cl)C1=CC(=C(CN[C@H](C(=O)OC(C)C)C)C=C1)OC